ClC1=C(C=CC(=C1)F)[C@H]1C(=C(N=C(N1)C=1SC=CN1)CN1C[C@@H]2N(CC1)C(N(C2)C2=CC=C(C=C2)CCC(=O)O)=O)C(=O)OC 3-(4-((S)-7-(((R)-6-(2-chloro-4-fluorophenyl)-5-(methoxycarbonyl)-2-(thiazol-2-yl)-1,6-dihydropyrimidin-4-yl)methyl)-3-oxohexahydroimidazo[1,5-a]pyrazin-2(3H)-yl)phenyl)propionic acid